FC1(CC(C2=CC=C(C=C12)NC(C1=CC(=C(C=C1)C)C#CC1=CN=C2N1N=CC=C2)=O)N2CCN(CC2)C)F N-[3,3-difluoro-1-(4-methylpiperazin-1-yl)indan-5-yl]-3-(2-imidazo[1,2-b]pyridazin-3-ylethynyl)-4-methyl-benzamide